FC(C)(F)C1=NC(=CC(=N1)NC1=CC(=NC=C1C1=NN(C=C1)CCOCC)NC(C)=O)C N-(4-((2-(1,1-difluoroethyl)-6-methylpyrimidin-4-yl)amino)-5-(1-(2-ethoxyethyl)-1H-pyrazol-3-yl)pyridin-2-yl)acetamide